tert-butyl (R)-6-(2-(2,6-dioxopiperidin-3-yl)-1,4-dioxo-1,2,3,4-tetrahydro-5H-pyrrolo[3,4-c]pyridin-5-yl)-2-azaspiro[3.3]heptane-2-carboxylate O=C1NC(CC[C@H]1N1CC=2C(N(C=CC2C1=O)C1CC2(CN(C2)C(=O)OC(C)(C)C)C1)=O)=O